Methyl 3-((tert-butyldimethylsilyl)oxy)-2-(6-(5-chloro-2-((oxan-4-yl)amino)pyrimidin-4-yl)-1-oxoisoindolin-2-yl)propanoate [Si](C)(C)(C(C)(C)C)OCC(C(=O)OC)N1C(C2=CC(=CC=C2C1)C1=NC(=NC=C1Cl)NC1CCOCC1)=O